COC1=C(C=CC(=C1)OC)CNC=1C2=C(N=CN1)NC=C2C2=NN(C=C2)C 4-{[(2,4-dimethoxyphenyl)methyl]amino}-5-(1-methyl-1H-pyrazol-3-yl)-7H-pyrrolo[2,3-d]pyrimidin